(3-chloro-4-(4-(2,3-dihydro-[1,4]dioxino[2,3-b]pyridin-8-yl)thiophen-2-yl)phenyl)(4-hydroxypiperidin-1-yl)methanone ClC=1C=C(C=CC1C=1SC=C(C1)C1=C2C(=NC=C1)OCCO2)C(=O)N2CCC(CC2)O